ClC=1C(=C(C=O)C=C(C1OCOC)C)F 3-chloro-2-fluoro-4-(methoxymethyloxy)-5-methylbenzaldehyde